2-chlorophenyl (3S)-4-[(2R)-2-(cyclohexylamino)-2-{1-[(1-methylethyl)sulfonyl]piperidin-4-yl}acetyl]-3-[(thiophen-2-ylmethyl)carbamoyl]piperazine-1-carboxylate C1(CCCCC1)N[C@@H](C(=O)N1[C@@H](CN(CC1)C(=O)OC1=C(C=CC=C1)Cl)C(NCC=1SC=CC1)=O)C1CCN(CC1)S(=O)(=O)C(C)C